C(C)(=O)C=1C=C(NC1)C(=O)NCC1=CC(=CC=C1)[N+](=O)[O-] 4-acetyl-N-(3-nitrobenzyl)-1H-pyrrole-2-carboxamide